N1=C(N=C2N=CNC2=C1)C1=NC=C2NC=NC2=N1 purinyl-(purine)